O1C=CC2=C1C=C(C=C2)CN(C(=O)[C@H]2N(CCC2)S(=O)(=NC2CC2)C2=CC=C(C=C2)C)C2CCC(CC2)(F)F (2S)-N-(benzofuran-6-ylmethyl)-1-(N-cyclopropyl-4-methylphenylsulfonimidoyl)-N-(4,4-difluorocyclohexyl)pyrrolidine-2-carboxamide